2-methyl-4-oxoazetidine-1-sulfonic acid CC1N(C(C1)=O)S(=O)(=O)O